NC1=C(C2=C(S1)CCC[C@@]2(C(=O)O)C)C#N (S)-2-amino-3-cyano-4-methyl-4,5,6,7-tetrahydrobenzo[b]thiophene-4-carboxylic acid